2-bromo-1-(4-hydroxyphenyl)-4-methylpentan-1-one BrC(C(=O)C1=CC=C(C=C1)O)CC(C)C